(4-hydroxyphenyl)(1-phenylimidazo[1,5-a]pyridin-3-yl)methanone OC1=CC=C(C=C1)C(=O)C1=NC(=C2N1C=CC=C2)C2=CC=CC=C2